(1r,3r)-3-(quinolin-8-yl)cyclobutan-1-ol N1=CC=CC2=CC=CC(=C12)C1CC(C1)O